(S)-4-((2,6-dimethylpyridin-4-yl)((8-methyl-4-oxochroman-7-yl)oxy)methyl)benzamide CC1=NC(=CC(=C1)[C@H](C1=CC=C(C(=O)N)C=C1)OC1=CC=C2C(CCOC2=C1C)=O)C